O=C1N(CCC(N1)=O)C1=C2C=CN(C2=CC=C1)C1C(CN(CC1)CC1CCN(CC1)C1=CC=C(N=N1)C(=O)N)(F)F 6-(4-((4-(4-(2,4-dioxotetrahydropyrimidin-1(2H)-yl)-1H-indol-1-yl)-3,3-difluoropiperidin-1-yl)methyl)piperidin-1-yl)pyridazine-3-carboxamide